FC=1C=2N(C=C(C1)C(F)(F)F)C[C@@]1(CCCC3=CC(=CC=C13)C(F)(F)F)N2 (S)-8-Fluoro-6,6'-bis(trifluoromethyl)-3',4'-dihydro-2'H,3H-spiro[imidazo[1,2-a]pyridin-2,1'-naphthalin]